CC=1N=CSC1C1=CC=C(C=C1)[C@H](C)N (S)-1-(4-(4-methylthiazol-5-yl)phenyl)ethanamine